ClC1=CN=C2N1C=C(N=C2N2[C@H](CC2)C(F)(F)F)C=2C=NN(C2)CC(=O)N2C(CN(CC2)C(=O)OC(C)(C)C)(C)C tertbutyl 4-[2-[4-[3-chloro-8-[(2R)-2-(trifluoromethyl)azetidin-1-yl]imidazo[1,2-a]pyrazin-6-yl]pyrazol-1-yl]acetyl]-3,3-dimethyl-piperazine-1-carboxylate